[5-(4-Methoxyphenyl)-7-(trifluoromethyl)pyrazolo[1,5-a]pyrimidin-3-yl] cyclopentyl ketone C1(CCCC1)C(=O)C=1C=NN2C1N=C(C=C2C(F)(F)F)C2=CC=C(C=C2)OC